N1CC(C1)C=1C(=C(C(=O)N)C=CC1)O (azetidin-3-yl)-2-hydroxybenzoamide